4-bromo-(7-azabenzooxazol-2-yl)-benzene BrC1=CC=C(C=C1)C=1OC2=C(N1)C=CC=N2